C1(CC1)[C@H](C)NC(=O)C1=NNC(=N1)C=1C=C(C=CC1)C=1OC(=CN1)C(=O)O (S)-2-(3-(3-((1-cyclopropylethyl)carbamoyl)-1H-1,2,4-triazol-5-yl)phenyl)oxazole-5-carboxylic acid